(2-(4-methoxybenzyl)-2H-tetrazol-5-yl)methanol COC1=CC=C(CN2N=C(N=N2)CO)C=C1